C(C)O[Si](F)(OCC)OCC Triethoxyfluorosilane